NC=1C2=C(N=CN1)N(C(=C2C2=CC=C(C=C2)OC2=NC(=CC=C2)C)C=2CNCC2)C 3-(4-amino-7-methyl-5-[4-[(6-methylpyridin-2-yl)oxy]phenyl]pyrrolo[2,3-d]pyrimidin-6-yl)-2,5-dihydropyrrole